Cl.Cl.CC=1C(=NC=CC1)C1=NC2=C(N1)C=CC(=C2)C(=N)N 2-(3-methylpyridin-2-yl)-1H-benzo[d]imidazole-5-carboxamidine dihydrochloride